(2R,3S) and (2R,3R)-3-methyl-3-phenylalanine C[C@H]([C@@H](N)C(=O)O)C1=CC=CC=C1 |&1:1|